(S)-7-(1-methylcyclopropyl)-2-((R)-3-methylmorpholino)-6,7-dihydropyrazolo[1,5-a]pyrazin-4(5H)-one CC1(CC1)[C@H]1CNC(C=2N1N=C(C2)N2[C@@H](COCC2)C)=O